(S)-(1-iodo-3-(4-nitrophenyl)propan-2-yl)carbamic acid tert-butyl ester C(C)(C)(C)OC(N[C@H](CI)CC1=CC=C(C=C1)[N+](=O)[O-])=O